B(O)(O)CCC=1C(=C(C(=O)O)C(=CC1)OC1CN(C1)C(=O)C1CNCC1)O 3-(2-Boronoethyl)-2-hydroxy-6-{[1-(pyrrolidine-3-carbonyl)azetidin-3-yl]oxy}benzoic acid